4-Nitrophenyl 4,4-difluoropiperidine-1-carboxylate FC1(CCN(CC1)C(=O)OC1=CC=C(C=C1)[N+](=O)[O-])F